Cl.NC=1C=C(C=C(C1)[N+](=O)[O-])B(O)O (3-AMINO-5-NITROPHENYL)BORONIC ACID HYDROCHLORIDE